N1C=C(C2=CC=CC=C12)O 1H-indol-3-ol